(R)-2-(4-(4-(1-(pentan-2-yl)-1H-pyrazol-4-yl)pyrazolo[1,5-a]pyrazin-6-yl)-1H-pyrazol-1-yl)propane C[C@H](CCC)N1N=CC(=C1)C=1C=2N(C=C(N1)C=1C=NN(C1)C(C)C)N=CC2